Tert-butyl 4-[[1-hydroxy-3-[1-[1-[(4-methoxyphenyl)methyl]-2,6-dioxo-3-piperidyl]-3-methyl-2-oxo-benzimidazol-4-yl]cyclobutyl]methyl]piperazine-1-carboxylate OC1(CC(C1)C1=CC=CC=2N(C(N(C21)C)=O)C2C(N(C(CC2)=O)CC2=CC=C(C=C2)OC)=O)CN2CCN(CC2)C(=O)OC(C)(C)C